C(C(=C)C)(=O)OCCN1C(CCC1)=O N-(2-methacryloyloxyethyl)pyrrolidone